Br(=O)(=O)[O-].CN1N=CN=N1.[Cu+2].Br(=O)(=O)[O-] copper (2-methyl-2H-tetrazole) bromate